ClCOC(C(C(=O)OCCl)(C)C)=O 2,2-Dimethylmalonic acid bis(chloromethyl) ester